4-(2,3-dichloro-6-methoxyphenyl)-2-methylpiperidine-1,2-dicarboxylic acid 1-tert-butyl ester 2-methyl ester COC(=O)C1(N(CCC(C1)C1=C(C(=CC=C1OC)Cl)Cl)C(=O)OC(C)(C)C)C